N-(1-(1-(piperidin-4-yl)ethyl)-1H-pyrazol-4-yl)-5-(pyrazin-2-yl)isoxazole-3-carboxamide N1CCC(CC1)C(C)N1N=CC(=C1)NC(=O)C1=NOC(=C1)C1=NC=CN=C1